FC(OCCOC=1C=NN(C1)C1CCC(CC1)NC(OCC1=CC=CC=C1)=O)(F)F benzyl [(1r,4r)-4-{4-[2-(trifluoromethoxy)ethoxy]-1H-pyrazol-1-yl}cyclohexyl]carbamate